C1(=CC=CC=C1)CCOC(CCC)=O.CC1=CC(=NO1)NC(NC1=CC=C(C=C1)CC(=O)N)=O 4-(3-(5-methylisoxazol-3-yl)ureido)phenylacetamide phenylethyl-butanoate